N1C(CC2=CC=C(C=C12)B(O)O)=O OXINDOLE-6-BORONIC ACID